ClC1=C(C=CC(=C1)C)N1N=C(C=C1)N 1-(2-chloro-4-methylphenyl)-1H-pyrazol-3-amine